copper hemihydrate O.[Cu].[Cu]